[1,3]benzodioxol-6-amine hydrochloride Cl.O1COC2=C1C=C(C=C2)N